3-{5-[(2E)-4-(dimethylamino)but-2-enoyl]-3-(pyridin-4-yl)-4,5,6,7-tetrahydropyrazolo[1,5-a]pyrazin-2-yl}benzonitrile CN(C/C=C/C(=O)N1CC=2N(CC1)N=C(C2C2=CC=NC=C2)C=2C=C(C#N)C=CC2)C